t-butyl 13-bromotridecanoate BrCCCCCCCCCCCCC(=O)OC(C)(C)C